C1(=CC=CC=C1)C(C1=NC=CC=C1)C1=NC2=CC=CC=C2C=C1 (phenyl-(pyridin-2-yl)methyl)quinoline